ClC=1C(=NC=CC1OC1=NC=C(C=N1)NC(=O)C1=CN(N=C(C1=O)C1=CC=C(C=C1)F)C1CC1)NCC1=CC=C(C=C1)OC N-(2-((3-chloro-2-((4-methoxybenzyl)amino)pyridin-4-yl)oxy)pyrimidin-5-yl)-2-cyclopropyl-6-(4-fluorophenyl)-5-oxo-2,5-dihydropyridazine-4-carboxamide